C(C)[C@@]1(CC[C@@]2([C@H]3CC[C@@]4([C@H](CC[C@H]4[C@@H]3CC=C2C1)[C@H](C)[C@H](C(F)(F)F)O)C)C)O (3S,8s,9S,10R,13S,14S,17R)-3-ethyl-10,13-dimethyl-17-((2S,3R)-4,4,4-trifluoro-3-hydroxybutan-2-yl)-2,3,4,7,8,9,10,11,12,13,14,15,16,17-tetradecahydro-1H-cyclopenta[a]phenanthren-3-ol